1-((2R,3R,4R,5R)-3,4-diacetoxy-5-(acetoxymethyl)tetrahydrofuran-2-yl)-3-((3-(3,7-dimethyl-2,6-dioxo-2,3,6,7-tetrahydro-1H-purin-1-yl)propoxy)carbonyl)pyridine C(C)(=O)O[C@H]1[C@@H](O[C@@H]([C@H]1OC(C)=O)COC(C)=O)N1CC(=CC=C1)C(=O)OCCCN1C(N(C=2N=CN(C2C1=O)C)C)=O